Cl.Cl.CN1C(=NC=C1)CCN1C(=NC2=C1C=CC=C2)CCN 2-(1-(2-(1-methyl-1H-imidazol-2-yl)ethyl)-1H-benzo[d]imidazol-2-yl)ethan-1-amine dihydrochloride